2-[4-(cyclopropoxy)phenyl]-N-[(6-fluoroquinoxalin-5-yl)methyl]-3-oxo-6,8-dihydro-5H-imidazo[1,5-a]pyrazine-1-carboxamide C1(CC1)OC1=CC=C(C=C1)N1C(N2C(CNCC2)=C1C(=O)NCC1=C2N=CC=NC2=CC=C1F)=O